C(C)C(COP(=O)(OCC(CCCC)CC)[O-])CCCC Bis-(2-ethylhexyl)phosphate